C(C)(C)(C)OC(=O)NCCC1=CN=C2N1C=C(C=C2)C2=C(OCCC=1C(=NN(C1C)C)C(=O)O)C=C(C=C2)F 4-(2-(2-(3-(2-((tert-butoxycarbonyl)amino)ethyl)imidazo[1,2-a]pyridin-6-yl)-5-fluorophenoxy)ethyl)-1,5-dimethyl-1H-pyrazole-3-carboxylic acid